L-alanyl-L-cystine CC(C(=O)NC(CSSCC(C(=O)O)NC(=O)C(C)N)C(=O)O)N